2-(((1-(2,2,2-trifluoroethyl)azetidin-3-yl)carbamoyl)oxy)propane-1,3-diyl distearate C(CCCCCCCCCCCCCCCCC)(=O)OCC(COC(CCCCCCCCCCCCCCCCC)=O)OC(NC1CN(C1)CC(F)(F)F)=O